CS(=O)(=O)N1C=CC2=CC=CC(=C12)NC1=NC(=NC=C1)N N4-(1-(methylsulfonyl)indol-7-yl)pyrimidine-2,4-diamine